N,N'-bis(2-chloroethyl)-N-nitrourea ClCCN(C(=O)NCCCl)[N+](=O)[O-]